N[C@H]1C[C@H](N(C1)C1=CC(=CC(=N1)N1CC=2C(=NC=CC2C1=O)C1=C(C=CC=C1OC)F)C)CO 2-(6-((2s,4s)-4-amino-2-(hydroxymethyl)pyrrolidin-1-yl)-4-methylpyridin-2-yl)-4-(2-fluoro-6-methoxyphenyl)-2,3-dihydro-1H-pyrrolo[3,4-c]pyridin-1-one